CC1=C(C(=C)C)C=CC=C1 o-methyl-α-methylstyrene